ClC(C1=CC=C(C=C1)N1C(=NC=2C1=NC(=CC2)C2=CC=CC=C2)C=2C(=NC=CC2)N)([2H])[2H] 3-(3-(4-(chloromethyl-d2)phenyl)-5-phenyl-3H-imidazo[4,5-b]pyridin-2-yl)pyridin-2-amine